C1(=CC(=CC=C1)C1=CC(=NC=C1)CNC(C1=CC(=CC=C1)S(=O)(=O)C)=O)C1=CC=CC=C1 N-((4-([1,1'-biphenyl]-3-yl)pyridin-2-yl)methyl)-3-(methylsulfonyl)benzamide